1-(4-bromopiperidin-1-yl)-3-(4,5-diphenyloxazol-2-yl)propan-1-one BrC1CCN(CC1)C(CCC=1OC(=C(N1)C1=CC=CC=C1)C1=CC=CC=C1)=O